(S)-N-(8,9-difluoro-6-oxo-1,4,5,6-tetrahydro-2H-pyrano[3,4-c]isoquinolin-1-yl)-5-fluoro-N-methyl-1H-pyrrolo[2,3-c]pyridine-2-carboxamide FC=1C(=CC=2C3=C(NC(C2C1)=O)COC[C@H]3N(C(=O)C3=CC=1C(=CN=C(C1)F)N3)C)F